O=C1NC(CCC1N1C(C2=CC=C(C=C2C1=O)N1CCC(CC1)CC(=O)O)=O)=O 2-[1-[2-(2,6-dioxo-3-piperidyl)-1,3-dioxo-isoindolin-5-yl]-4-piperidyl]acetic acid